dioxahepten-6-ol O=COCCC(C)O